O1C(OCC1)C[C@@]1(CN(CC=C1)S(=O)(=O)C1=CC=C(C)C=C1)CC (S)-3-((1,3-dioxolan-2-yl)methyl)-3-ethyl-1-tosyl-1,2,3,6-tetrahydropyridine